2-(perfluorooctyl)ethyl-trichlorosilane FC(C(C(C(C(C(C(C(F)(F)F)(F)F)(F)F)(F)F)(F)F)(F)F)(F)F)(CC[Si](Cl)(Cl)Cl)F